FC1=CC=C(C(=N1)N1CCN(CC1)[C@H]1CC2(CN(C2)C(=O)OCC)CC1)C1=NC=CN=C1 ethyl (6R)-6-[4-(6-fluoro-3-pyrazin-2-yl-2-pyridyl)piperazin-1-yl]-2-azaspiro[3.4]octane-2-carboxylate